(2,6-dichloropyridin-4-yl)methyl (S)-2-(methylamino)-5-ureidopentanoate hydrochloride Cl.CN[C@H](C(=O)OCC1=CC(=NC(=C1)Cl)Cl)CCCNC(=O)N